Propyl-6-((2-(4-(N-(2-(dinonylamino)ethyl)-N-nonylglycyl)piperazin-1-yl)-2-oxoethyl)(nonyl)amino)hexanoate C(CC)OC(CCCCCN(CCCCCCCCC)CC(=O)N1CCN(CC1)C(CN(CCCCCCCCC)CCN(CCCCCCCCC)CCCCCCCCC)=O)=O